COC1=NC=CC=C1NC=1C=CC(=C(C(=O)O)C1)C 5-((2-methoxypyridin-3-yl)amino)-2-methylbenzoic acid